C(CCCCCC(C)C)C1(C(CCCC1)(C(=O)O)CCCCCCC(C)C)C(=O)O.C(CCCCCC(C)C)OC(=O)C1C(CCCC1)C(=O)OCCCCCCC(C)C 1,2-cyclohexanedicarboxylic acid diisononyl ester (diisononyl cyclohexane-1,2-dicarboxylate)